C(C)(C)(C)OC(=O)N1CCC(CC1)NC1=C2C=C(C=NC2=CC=C1)C(F)(F)F 4-((3-(trifluoromethyl)quinolin-5-yl)amino)piperidine-1-carboxylic acid tert-butyl ester